CC(C(O)(C)C)OC(NCCCCCCNC(OCCO)=O)=O Trimethyl-4,13-dioxo-3,14-di-oxa-5,12-diaza-hexadecan-1,16-diol